4-(6-(4-Acrylpiperazin-1-yl)pyridin-3-yl)-2-amino-6-(1-methyl-1H-pyrazol-4-yl)pyrazolo[1,5-a]pyridine-3-carbonitrile C(=O)(C=C)N1CCN(CC1)C1=CC=C(C=N1)C=1C=2N(C=C(C1)C=1C=NN(C1)C)N=C(C2C#N)N